C(C)C=1C=CC(=NC1)CNC1C(CCC1)C#N 2-(((5-ethylpyridin-2-yl)methyl)amino)cyclopentane-1-carbonitrile